OC1=C(CC=2C(=C(C=CC2C)O)CC2=C(C(=CC(=C2)C)C(C)(C)C)O)C=C(C=C1C(C)(C)C)C bis(2'-hydroxy-3'-tert-butyl-5'-methyl-benzyl)-4-methylphenol